F[C@@H]1[C@]2(CC[C@@](C[C@@H]1OC1=CN=C(N=N1)C1=C(C=C(C=C1)N1C=NC=C1)O)(N2)C)C 2-(6-(((1R,2R,3S,5S)-2-fluoro-1,5-dimethyl-8-azabicyclo[3.2.1]octan-3-yl)oxy)-1,2,4-triazin-3-yl)-5-(1H-imidazol-1-yl)phenol